[4-[(2S,3R,4S,5S,6S)-3,4,5-triacetoxy-6-methoxycarbonyl-tetrahydropyran-2-yl]oxyphenyl]methyl 5-bromo-3-[(Z)-1-cyano-2-(5-cyano-2-methoxy-phenyl)vinyl]indole-1-carboxylate BrC=1C=C2C(=CN(C2=CC1)C(=O)OCC1=CC=C(C=C1)O[C@@H]1O[C@@H]([C@H]([C@@H]([C@H]1OC(C)=O)OC(C)=O)OC(C)=O)C(=O)OC)/C(=C/C1=C(C=CC(=C1)C#N)OC)/C#N